(3S,4S)-1-(4-(((S)-2-heptanamido-3-(hexylamino)-3-oxopropyl)carbamoyl)benzoyl)-N3,N4-bis((1S,2R)-2-phenylcyclopropyl)pyrrolidine-3,4-dicarboxamide C(CCCCCC)(=O)N[C@@H](CNC(=O)C1=CC=C(C(=O)N2C[C@H]([C@@H](C2)C(=O)N[C@@H]2[C@H](C2)C2=CC=CC=C2)C(=O)N[C@@H]2[C@H](C2)C2=CC=CC=C2)C=C1)C(=O)NCCCCCC